glyceryl tridecanoate C(CCCCCCCCCCCC)(=O)OCC(O)CO